4-(6-(pyrrolidin-1-yl)pyridin-3-yl)piperidin-4-ol N1(CCCC1)C1=CC=C(C=N1)C1(CCNCC1)O